2,4(3H,5H)-furandione O1C(CC(C1)=O)=O